Cl.C1(CCC2=CC=CC=C12)=NO dihydro-1H-inden-1-one oxime hydrochloride